(R)-N,N-dimethyl-3-(4-fluorophenyl)-3-[(benzo[d][1,3]dioxol-4-yl)oxy]propanamine p-hydroxybenzoate OC1=CC=C(C(=O)O)C=C1.CN(CC[C@@H](OC1=CC=CC=2OCOC21)C2=CC=C(C=C2)F)C